[I-].C1(=CC=CC=C1)[N+](CCCC)(CCCC)CCCC phenyl-tributylammonium iodide